2-(1-3-fluoroacryloyl-4-(7-(7-chloro-3,4-dihydroquinolin-1(2H)-yl)-2-((1-isopropylpyrrolidin-2-yl)methoxy)-5,6,7,8-tetrahydroquinazolin-4-yl)piperazin-2-yl)acetonitrile FC=CC(=O)N1C(CN(CC1)C1=NC(=NC=2CC(CCC12)N1CCCC2=CC=C(C=C12)Cl)OCC1N(CCC1)C(C)C)CC#N